C12(CC(C1)(C2)COCCOCCO)COCCOCCO ((((bicyclo[1.1.1]pentane-1,3-diylbis(methylene))bis(oxy))bis(ethane-2,1-diyl))bis(oxy))bis(ethane-1-ol)